NCCC(C(=O)[O-])CC(C(=O)[O-])NC(=O)OC(C)(C)C 2-(2-aminoethyl)-4-t-butoxycarbonylaminoglutarate